ClC1=C(C=CC=C1C1=NC=NC(=C1OC)C1=CC(=C(C=C1)CNC1CCOCC1)OC)C1=CC=C(C(=N1)OC)CNC1CCOCC1 N-((6-(2-Chloro-3-(5-methoxy-6-(3-methoxy-4-(((tetrahydro-2H-pyran-4-yl)amino)methyl)phenyl)pyrimidin-4-yl)phenyl)-2-methoxypyridin-3-yl)methyl)tetrahydro-2H-pyran-4-amine